C(=O)(C=C)CCCCCCCCCCCCCC[Si](C)(C)C Acryltetradecyltrimethylsilane